3-oxo-N-(tetrahydro-2-oxo-3-thienyl)-dodecanamide O=C(CC(=O)NC1C(SCC1)=O)CCCCCCCCC